((4-chlorobenzyl)oxy)-2-hydroxybenzaldehyde ClC1=CC=C(COC=2C(=C(C=O)C=CC2)O)C=C1